CN1C(N(C(C=C1)=O)C=1C=CC(=NC1)N[C@@H]1C[C@H](CC1)NC(OC(C)(C)C)=O)=O tert-Butyl ((1S,3S)-3-((5-(3-methyl-2,6-dioxo-3,6-dihydropyrimidin-1(2H)-yl)pyridin-2-yl)amino)cyclopentyl)carbamate